(R)-4-(4-(1-((5-(4-fluorophenoxy)thiazol-2-yl)amino)-1-oxopropan-2-yl)-2,2-dimethylpiperazine-1-carbonyl)pyridine 1-oxide FC1=CC=C(OC2=CN=C(S2)NC([C@@H](C)N2CC(N(CC2)C(=O)C2=CC=[N+](C=C2)[O-])(C)C)=O)C=C1